FC=1C=C(CC2=NC=CC(=C2)N2N=C3C(C(NCCO3)=O)=C2)C=C(C1)C(F)(F)F 2-(2-(3-fluoro-5-(trifluoromethyl)benzyl)pyridin-4-yl)-6,7-dihydro-2H-pyrazolo[4,3-f][1,4]oxazepin-4(5H)-one